3-(3-(3-methyl-6-(pyrazolo[1,5-a]pyrimidin-3-yl)-1H-pyrazolo[4,3-b]pyridin-1-yl)piperidin-1-yl)-3-oxopropanenitrile CC1=NN(C=2C1=NC=C(C2)C=2C=NN1C2N=CC=C1)C1CN(CCC1)C(CC#N)=O